Ethyl 6-hydroxy-5,6,7,8-tetrahydropyrazolo[5,1-b][1,3]oxazepine-2-carboxylate OC1CCN2C(OC1)=CC(=N2)C(=O)OCC